[N+](=O)([O-])C=1C=C(C=CC1OP(=O)(O)O)CCC(=O)O 3-(3-nitro-4-phosphonooxyphenyl)propionic acid